N-(4-((2-(7-aminoheptanoyl)-1,2,3,4-tetrahydroisoquinolin-7-yl)carbamoyl)benzyl)-N-cyclopropyl-3-oxo-3,4-dihydro-2H-benzo[b][1,4]oxazine-7-carboxamide 2,2,2-trifluoroacetate FC(C(=O)O)(F)F.NCCCCCCC(=O)N1CC2=CC(=CC=C2CC1)NC(=O)C1=CC=C(CN(C(=O)C=2C=CC3=C(OCC(N3)=O)C2)C2CC2)C=C1